2-(Acryloyloxy)propyl maleate C(\C=C/C(=O)[O-])(=O)OCC(C)OC(C=C)=O